F[C@H]1[C@@H](CN(CC1)C1=NC2=C(N1CC1=NC=C(C=N1)OC)C=CC(=C2)F)N (3R,4R)-4-fluoro-1-(5-fluoro-1-((5-methoxypyrimidin-2-yl)methyl)-1H-benzo[d]imidazol-2-yl)piperidin-3-amine